C(C1=CC=CC=C1)(C1=CC=CC=C1)(C1=CC=CC=C1)N1N=C(C=C1)CO (1-Trityl-1H-pyrazol-3-yl)methanol